1,2,3,4-butanetetracarboxylic acid tetra(4-sec-butylcyclohexylamide) C(C)(CC)C1CCC(CC1)NC(=O)CC(C(CC(=O)NC1CCC(CC1)C(C)CC)C(=O)NC1CCC(CC1)C(C)CC)C(=O)NC1CCC(CC1)C(C)CC